1-chloronaphthalen-2-yl (3S)-4-{N2-[4-(aminomethyl)cyclohexyl]-N6,N6-dimethyl-D-lysyl}-3-{[4-(aminomethyl)-3-methoxybenzyl]carbamoyl}piperazine-1-carboxylate NCC1CCC(CC1)N[C@H](CCCCN(C)C)C(=O)N1[C@@H](CN(CC1)C(=O)OC1=C(C2=CC=CC=C2C=C1)Cl)C(NCC1=CC(=C(C=C1)CN)OC)=O